(1S,3ar,6as)-2-((S)-2-hydroxy-2-phenylacetyl)-N-((S)-3-oxo-1-((S)-2-oxopyrrolidin-3-yl)-4-(trifluoromethoxy)butan-2-yl)octahydrocyclopenta[c]pyrrole-1-carboxamide O[C@H](C(=O)N1[C@@H]([C@@H]2[C@H](C1)CCC2)C(=O)N[C@@H](C[C@H]2C(NCC2)=O)C(COC(F)(F)F)=O)C2=CC=CC=C2